7,8,9,10-tetrahydro-6,10-methano-6H-pyrazino-[2,3-h][3]benzazepine N1=CC=NC2=CC3=C(C4CNCC3C4)C=C21